ethyl 2-(1-(2-fluoroethyl)-2-oxo-1,2-dihydropyridin-3-yl)pyrazolo[5,1-b]thiazole-7-carboxylate FCCN1C(C(=CC=C1)C1=CN2C(S1)=C(C=N2)C(=O)OCC)=O